NC1=NC=2C=C(C(=CC2C2=C1COC2)C(=O)N2[C@@H](CC[C@H](C2)C)C2=CC1=C(N=CS1)C=C2)F (4-Amino-7-fluoro-1,3-dihydrofuro[3,4-c]quinolin-8-yl)((2s,5r)-2-(benzo[d]thiazol-6-yl)-5-methylpiperidin-1-yl)methanone